CC(CCC)N1CCC(CC1)=O 1-(PENTAN-2-YL)PIPERIDIN-4-ONE